C12(CC3CC(CC(C1)C3)C2)CNCCCCCCSC2=C3CN(C(C3=CC=C2)=O)C2C(NC(CC2)=O)=O 3-(4-((6-((adamantan-1-ylmethyl)amino)hexyl)thio)-1-oxoisoindolin-2-yl)piperidine-2,6-dione